C1(CCCCC1)COC1=C(C=CC=C1)C1=NC(=C(C(=O)N[C@H]2CS(C=C2)(=O)=O)C=C1)OC (R)-6-(2-(cyclohexylmethoxy)phenyl)-N-(1,1-dioxido-2,3-dihydrothiophen-3-yl)-2-methoxynicotinamide